methyl 4-(5-fluoro-6-methoxynaphthalen-2-yl)-4-oxobutanoate FC1=C2C=CC(=CC2=CC=C1OC)C(CCC(=O)OC)=O